(2r,4r)-2-((1s,6r)-6-(4-(trifluoromethoxy)phenyl)-3-azabicyclo[4.1.0]heptane-3-carbonyl)-5-azaspiro[3.4]octan-6-one FC(OC1=CC=C(C=C1)[C@@]12CCN(C[C@H]2C1)C(=O)C1CC2(C1)NC(CC2)=O)(F)F